C(C)OC1=CC2=C(C(C=3NC4=CC(=CC=C4C3C2=O)C#N)(C)C)C=C1N1CCC(CC1)N1CCOCC1 9-Ethoxy-6,6-dimethyl-8-(4-morpholin-4-yl-piperidin-1-yl)-11-oxo-6,11-dihydro-5H-benzo[b]carbazole-3-carbonitrile